C(CCCC=CC)(=O)O hept-5-enoic acid